2-(5-(3-(5-(tert-Butyl)isoxazol-3-yl)ureido)benzofuran-2-carbonyl)-1H-indol-5-yl [1,4'-bipiperidine]-1'-carboxylate N1(CCCCC1)C1CCN(CC1)C(=O)OC=1C=C2C=C(NC2=CC1)C(=O)C=1OC2=C(C1)C=C(C=C2)NC(=O)NC2=NOC(=C2)C(C)(C)C